cobalt chromium [Cr].[Co]